C(CCCCC)C(CCCC(=O)O)(CCCC(=O)O)CCCCCC.C(CCCCCCCC(=O)OCCCCCC)(=O)OCCCCCC di-n-hexyl azelate (Di-n-hexyl azelate)